7-chloro-1-(4-hydroxyphenyl)-1,3-dihydroquinazoline-2,4-dione ClC1=CC=C2C(NC(N(C2=C1)C1=CC=C(C=C1)O)=O)=O